O=C1NC=2SC=3CC(CC3C2C(=NC1)C1=C(C=CC=C1)C(F)(F)F)C(=O)OC methyl 10-oxo-13-[2-(trifluoromethyl)phenyl]-7-thia-9,12-diazatricyclo[6.5.0.02,6]trideca-1(8),2(6),12-triene-4-carboxylate